C(\C=C\C(=O)O)(=O)O.C(\C=C\C(=O)O)(=O)O.ClC=1C=CC(=C(CN2CCN(CC2)CC)C1)OCC 1-(5-chloro-2-ethoxybenzyl)-4-ethylpiperazine difumarate